C1(CCCCC1C(=O)[O-])C1CCCCC1 bicyclohexane-6-carboxylate